N-[(3r,4r)-4-methyl-1-[8-(trifluoromethyl)quinolin-5-yl]pyrrolidin-3-yl]carbamic acid tert-butyl ester C(C)(C)(C)OC(N[C@H]1CN(C[C@H]1C)C1=C2C=CC=NC2=C(C=C1)C(F)(F)F)=O